4-fluoro-N-[4-fluoro-5-(6-morpholin-4-ylpyridin-3-yl)-2-[rac-(3R,5S)-3,4,5-trimethylpiperazin-1-yl]phenyl]-2-(trifluoromethyl)benzamide FC1=CC(=C(C(=O)NC2=C(C=C(C(=C2)C=2C=NC(=CC2)N2CCOCC2)F)N2C[C@H](N([C@H](C2)C)C)C)C=C1)C(F)(F)F |r|